7-methyl-1-[[3-[(1R,5S,6R)-3-[6-chloro-3-pyridinyl]-3-azabicyclo[3.1.0]hex-6-yl]-1,2,4-oxadiazol-5-yl]methyl]purin-6-one CN1C=NC=2N=CN(C(C12)=O)CC1=NC(=NO1)C1[C@H]2CN(C[C@@H]12)C=1C=NC(=CC1)Cl